COC1=CC=C(C=N1)C1=CC=2C3=C(C(N(C2C=C1)CCCN1C=CC=C1)=O)N=NN3C3=CC(=C(C=C3)N3CCNCC3)C(F)(F)F 8-(6-methoxypyridin-3-yl)-1-(4-(piperazin-1-yl)-3-(trifluoromethyl)phenyl)-5-(3-(pyrrole-1-yl)propyl)-1,5-dihydro-4H-[1,2,3]triazolo[4,5-c]quinolin-4-one